acetic acid, hydrobromide Br.C(C)(=O)O